5,10-di(carboxyphenyl)porphyrin manganese [Mn].C(=O)(O)C1=C(C=CC=C1)C=1C2=CC=C(N2)C=C2C=CC(C=C3C=CC(=C(C=4C=CC1N4)C4=C(C=CC=C4)C(=O)O)N3)=N2